[3-[[2-Fluoro-4-(trifluoromethyl)phenyl]methylamino]azetidin-1-yl]-[(3S)-3-(1,2,4-triazol-4-yl)pyrrolidin-1-yl]methanone FC1=C(C=CC(=C1)C(F)(F)F)CNC1CN(C1)C(=O)N1C[C@H](CC1)N1C=NN=C1